4-{2-[[5-methyl-1-(naphthalen-2-yl)-1H-pyrazol-3-yl]oxy]ethyl}morpholine CC1=CC(=NN1C1=CC2=CC=CC=C2C=C1)OCCN1CCOCC1